N-((6-fluoropyridin-2-yl)methyl)-5-(4-(5-(((4-(trifluoromethyl)pyridin-2-yl)methyl)carbamoyl)-1,3,4-thiadiazol-2-yl)butyl)-1,3,4-thiadiazole-2-carboxamide FC1=CC=CC(=N1)CNC(=O)C=1SC(=NN1)CCCCC=1SC(=NN1)C(NCC1=NC=CC(=C1)C(F)(F)F)=O